5-ACETOXYMETHYLFURFURAL C(C)(=O)OCC1=CC=C(C=O)O1